BrC=1C=NN2C1OC[C@@H](C2)NC(OC(C)(C)C)=O Tert-butyl (R)-(3-bromo-6,7-dihydro-5H-pyrazolo[5,1-b][1,3]oxazin-6-yl)carbamate